C(CCCCCCCCCCCCCCC)(=O)OC(CCCC(C(CCCCC)O)C=O)OC(CCCCCCCCCCCCCCC)=O 5-formyl-6-hydroxyundecane-1,1-diyl dipalmitate